CS(=O)(=O)OCCN1N=CC(=C1)C1=NC2=C(C(=CC=C2N=C1)OC=1C=CC2=C(N(C(=N2)C)COCC[Si](C)(C)C)C1)Cl 2-(4-(8-chloro-7-((2-methyl-1-((2-(trimethylsilyl)ethoxy)methyl)-1H-benzo[d]imidazol-6-yl)oxy)quinoxalin-2-yl)-1H-pyrazol-1-yl)ethyl methanesulfonate